4-[2-(difluoromethoxy)-4-pyridyl]-2-[(2S)-2-methylazetidin-1-yl]-6,7-dihydro-5H-cyclopenta[d]pyrimidine FC(OC1=NC=CC(=C1)C=1C2=C(N=C(N1)N1[C@H](CC1)C)CCC2)F